1,3,5-tris(3,4-dimethoxybenzyl)benzene COC=1C=C(CC2=CC(=CC(=C2)CC2=CC(=C(C=C2)OC)OC)CC2=CC(=C(C=C2)OC)OC)C=CC1OC